N-propionylglucosamine C(CC)(=O)N[C@H]1C(O)O[C@@H]([C@H]([C@@H]1O)O)CO